1-(4-(7-chloro-4-(morpholine-4-carbonyl)quinolin-2-yl)phenyl)ethan-1-one ClC1=CC=C2C(=CC(=NC2=C1)C1=CC=C(C=C1)C(C)=O)C(=O)N1CCOCC1